ClC=1C(=NC=CC1NC(OC(C)(C)C)=O)NN tert-Butyl (3-chloro-2-hydrazinylpyridin-4-yl)carbamate